C(C)(=O)N[C@H]1C[C@H](N(C1=O)C1=NC(=CC(=C1)C(F)(F)F)C)C(=O)N(CC)C1=CC(=C(C=C1)F)Cl (2S,4S)-4-acetylamino-N-(3-chloro-4-fluorophenyl)-N-ethyl-1-(6-methyl-4-(trifluoromethyl)pyridin-2-yl)-5-oxopyrrolidine-2-carboxamide